2-(4-amino-6-(4-fluorophenyl)-9H-pyrimido[4,5-b]indol-9-yl)acetic acid NC1=NC=NC=2N(C3=CC=C(C=C3C21)C2=CC=C(C=C2)F)CC(=O)O